FC1=C(C(=CC=C1C=1C=NN(C1)C1CC2(CC2)C1)O)N1CC(NS1(=O)=O)=O 5-(2-fluoro-6-hydroxy-3-(1-(spiro[2.3]hexan-5-yl)-1H-pyrazol-4-yl)phenyl)-1,2,5-thiadiazolidin-3-one 1,1-dioxide